6-[2-amino-2-(oxetan-3-yl)ethyl]-7-methyl-N-[(thiophen-2-yl)methyl]thieno[3,2-c]pyridazin-4-amine NC(CC1=C(C=2N=NC=C(C2S1)NCC=1SC=CC1)C)C1COC1